NC1=CC=CC(=N1)S(=O)(=O)NC(=O)C=1C(=NC(=CC1)C=1C(=NC(=CC1)N(C)CC(C)C)C)N1C(CC(C1)C)(C)C N-[(6-amino-2-pyridyl)sulfonyl]-6-[6-[isobutyl(methyl)amino]-2-methyl-3-pyridyl]-2-(2,2,4-trimethylpyrrolidin-1-yl)pyridine-3-carboxamide